BrC1=NC=C(C=C1)C=1N=CNC1 2-bromo-5-(1H-imidazol-4-yl)pyridine